1,3-diethyl-4,5-bis(4-fluorophenyl)-1H-imidazole bromide [Br-].C(C)N1CN(C(=C1C1=CC=C(C=C1)F)C1=CC=C(C=C1)F)CC